2-(2,3,4,5-tetrahydro-1H-benzo[b]azepin-1-yl)acetic acid N1(C2=C(CCCC1)C=CC=C2)CC(=O)O